N(=[N+]=[N-])CCOCCO[C@H]1CN(CC1)C(=O)OC(C)(C)C tert-butyl (3R)-3-[2-(2-azidoethoxy)ethoxy]pyrrolidine-1-carboxylate